Tert-butyl N-[3-(4-bromo-2,6-dimethyl-phenyl)-2,4-dioxo-spiro[5.5]undecan-9-yl]carbamate BrC1=CC(=C(C(=C1)C)C1C(CC2(CC1=O)CCC(CC2)NC(OC(C)(C)C)=O)=O)C